[NH+]=1NN=NC1.[NH+]=1NN=NC1 tetrazolium (tetrazolium) salt